O1C(=NN=C1C1=CC=C(C=C1)C=1C(=O)NC(C1)=O)C1=CC=C(C=C1)C=1C(=O)NC(C1)=O [1,3,4-oxadiazol-2,5-diylbis(4,1-phenylene)]bismaleimide